3-bromo-1-(3-(3-nitrophenyl)acryloyl)-5,6-dihydropyridine-2(1H)-On BrC=1C(N(CCC1)C(C=CC1=CC(=CC=C1)[N+](=O)[O-])=O)=O